N1=CC=C(C=C1)CNS(=O)(=O)C1=CC=C(C=C1)C1COCCC1 N-(pyridin-4-ylmethyl)-4-(tetrahydro-2H-pyran-3-yl)-benzenesulfonamide